C1=CC(=C2C(=CC=C3C4=CC=C(C=5C(=CC=C(C1=C23)C45)N)N)N)N 3,4,9,10-perylenetetramine